N-(3-((3r,5r,7r)-adamantan-1-yl)-5-bromophenyl)-N-phenyldibenzo[b,d]furan-3-amine C12(CC3CC(CC(C1)C3)C2)C=2C=C(C=C(C2)Br)N(C=2C=CC3=C(OC1=C3C=CC=C1)C2)C2=CC=CC=C2